tributoxyaluminum C(CCC)O[Al](OCCCC)OCCCC